ClC1=C(C(=CC=C1)Cl)C=1C=2N(C(=NC1F)OCC)N=C(N2)S(=O)(=O)N (2,6-dichlorophenyl)-5-ethoxy-7-fluoro[1,2,4]triazolo[1,5-c]pyrimidine-2-sulfonamide